ClC1=CC2=C(C=N1)C(=C(N2COCC[Si](C)(C)C)C2=C(C=CC=C2OC)F)C 6-chloro-2-(2-fluoro-6-methoxyphenyl)-3-methyl-1-[[2-(trimethylsilyl)ethoxy]methyl]pyrrolo[3,2-c]pyridine